ClC1=CC2=C(N(C(C(N2CC2(CN(C2)C(=O)OC(C)(C)C)F)=O)=O)C2=C(C=CC=C2C(C)C)C(C)C)N=C1C1=C(C=CC=C1)F tert-butyl 3-((7-chloro-4-(2,6-diisopropylphenyl)-6-(2-fluorophenyl)-2,3-dioxo-3,4-dihydropyrido[2,3-b]pyrazin-1(2H)-yl)methyl)-3-fluoroazetidine-1-carboxylate